1-(6-((6-(4-ethylpiperazin-1-yl)pyridin-2-yl)amino)-2-azaspiro[3.3]heptan-2-yl)prop-2-en-1-one methyl-2-(2-bromophenyl)-2-hydroxy-2-phenylacetate COC(C(C1=CC=CC=C1)(O)C1=C(C=CC=C1)Br)=O.C(C)N1CCN(CC1)C1=CC=CC(=N1)NC1CC2(CN(C2)C(C=C)=O)C1